3-((2-((4-(4-(1,2-di(4-hydroxyphenyl)but-1-en-1-yl)phenyl)piperazin-1-yl)methyl)phenyl)amino)piperidine-2,6-dione OC1=CC=C(C=C1)C(=C(CC)C1=CC=C(C=C1)O)C1=CC=C(C=C1)N1CCN(CC1)CC1=C(C=CC=C1)NC1C(NC(CC1)=O)=O